CC1(OC2=C(C1)C=C(C(=C2)N2CCOCC2)NC(=O)C=2C1=C(C=NC2)NC(=N1)C)C N-(2,2-Dimethyl-6-morpholino-2,3-dihydrobenzofuran-5-yl)-2-methyl-3H-imidazo[4,5-c]pyridine-7-carboxamide